2-[2-(trifluoromethyl)phenoxy]acetic acid ethyl ester C(C)OC(COC1=C(C=CC=C1)C(F)(F)F)=O